C1(CC1)[C@@H](C)N (R)-1-cyclopropylethan-1-amine